C(CC)[Si](OCCC)(OCCC)C(C1=CC=CC=C1)O propyl-(hydroxybenzyl)dipropoxysilane